C(C)(C)C=1C(NC(NC1)=O)=O 5-isopropylpyrimidine-2,4(1H,3H)-dione